(R)-2-(7-(4-cyclopentyl-3-(trifluoromethyl)benzyloxy)-1,2,3,4-tetrahydrocyclopenta[b]indol-3-yl)acetic Acid C1(CCCC1)C1=C(C=C(COC2=CC=3C4=C(NC3C=C2)[C@H](CC4)CC(=O)O)C=C1)C(F)(F)F